2-[(7-fluoro-3H-benzimidazol-5-yl)oxy]ethanol FC1=CC(=CC2=C1N=CN2)OCCO